4-(4-Chloro-2-fluorophenyl)-6,7-dimethyl-2-(2-(1-methyl-1H-pyrazol-4-yl)morpholino)pyrido[3,4-d]pyrimidin-8(7H)-one ClC1=CC(=C(C=C1)C=1C2=C(N=C(N1)N1CC(OCC1)C=1C=NN(C1)C)C(N(C(=C2)C)C)=O)F